CC(CC(=O)NC1CCCCN(C1=O)O)OC(=O)C(CCCCN(C(=O)CCCCCC(=O)OC)O)NC(=O)C2COC(=N2)C3=CC=CC=C3O The molecule is a carboxylic ester-lactam secreted by Mycobacterium tuberculosis which is both lipid- and water-soluble and acts as a siderophore. It has a role as a siderophore. It is a lactam, a member of 1,3-oxazoles, a cyclic hydroxamic acid and a methyl ester.